ClC1=CN=C2C(=N1)N(N=C2)C2OCCCC2 6-chloro-1-(tetrahydro-2H-pyran-2-yl)-1H-pyrazolo[3,4-b]pyrazine